7-methyl-N-[4-(morpholin-4-yl)phenyl]-4-oxo-5-(2,2,2-trifluoroethyl)-4,5-dihydropyrazolo[1,5-a]pyrazine-3-carboxamide CC1=CN(C(C=2N1N=CC2C(=O)NC2=CC=C(C=C2)N2CCOCC2)=O)CC(F)(F)F